BrC1=CC(=C(C=C1)N1CCC(CC1)C(OC)OC)F 1-(4-bromo-2-fluorophenyl)-4-(dimethoxymethyl)piperidine